tert-butyl N-[3-cyano-4-(5,5-dimethyl-1,3,2-dioxaborinan-2-yl)-7-fluoro-benzothiophen-2-yl]carbamate C(#N)C1=C(SC2=C1C(=CC=C2F)B2OCC(CO2)(C)C)NC(OC(C)(C)C)=O